Glyceryl Oleat C(CCCCCCC\C=C/CCCCCCCC)(=O)OCC(O)CO